C(CCCCCCCCCCCCCCC)N1C(=C(C(C=C1)=O)O)C#N N-hexadecyl-2-cyano-3-hydroxypyridine-4-one